N-methoxy-N-methylcubane-1-carboxamide CON(C(=O)C12C3C4C5C3C1C5C24)C